Hexenen C=CC=CCC